N-(7-(4-methoxyphenyl)quinazolin-4-yl)benzo[d]thiazol-5-amine COC1=CC=C(C=C1)C1=CC=C2C(=NC=NC2=C1)NC=1C=CC2=C(N=CS2)C1